5-amino-3-(4-hydroxy-2-phenylquinolin-7-yl)-1-((1s,3s)-3-hydroxy-3-methylcyclobutyl)-1H-pyrazole-4-carboxamide NC1=C(C(=NN1C1CC(C1)(C)O)C1=CC=C2C(=CC(=NC2=C1)C1=CC=CC=C1)O)C(=O)N